7-Fluoro-3-(pyridin-4-yl)-6-thiomorpholinoquinoxaline 1,4-dioxide FC1=C(C=C2[N+](=C(C=[N+](C2=C1)[O-])C1=CC=NC=C1)[O-])N1CCSCC1